3-(2-hydroxyphenyl)-3-phenyl-N,N-dipropylpropionamide OC1=C(C=CC=C1)C(CC(=O)N(CCC)CCC)C1=CC=CC=C1